(1S,8S)-8-Amino-9-oxo-1,2,8,9-tetrahydro-7H-6-oxa-9a-aza-benzo[cd]azulene-1-carboxylic acid (1H-[1,2,3]triazol-4-ylmethyl)-amide N1N=NC(=C1)CNC(=O)[C@@H]1CC2=C3C(OC[C@@H](C(N13)=O)N)=CC=C2